CS(=O)(=O)ON=C(C)C1=CC2=CC=CC=C2C=C1 1-(2-naphthyl)ethanone O-(methylsulfonyl)oxime